2-Bromo-1-(2-cyclopropylphenyl)ethan-1-one BrCC(=O)C1=C(C=CC=C1)C1CC1